FC(OC1=NC(=CC=C1NC(N(C1=C(C=CC=C1)C(CO)C)C1CCC(CC1)C(=O)O)=O)OC)F (1r,4r)-4-(3-(2-(difluoromethoxy)-6-methoxypyridin-3-yl)-1-(2-(1-hydroxypropan-2-yl)phenyl)ureido)cyclohexane-1-carboxylic acid